COC1=CC(=NN1CC1=CC=C(C=C1)OC)N 5-methoxy-1-(4-methoxybenzyl)-1H-pyrazol-3-amine